N1CC(C1)NC=1C=CC(=C(C1)C(C(=O)N)(CC)N1C=2C(=CC=C1)N=C(N2)SCC2=CC=C(C=C2)C)C (5-(azetidin-3-ylamino)-2-methylphenyl)-2-(2-((4-methylbenzyl)thio)-4H-imidazo[4,5-b]pyridin-4-yl)butanamide